2-amino-3-((tert-butyldimethylsilyl)oxy)-2-methylpropanamide NC(C(=O)N)(CO[Si](C)(C)C(C)(C)C)C